n-dodecanoyl-sarcosine C(CCCCCCCCCCC)(=O)N(C)CC(=O)O